3-(6-(9-(1-(4-aminophenyl)piperidin-4-yl)-3,9-diazaspiro[5.5]undecan-3-yl)-1-oxophthalazin-2(1H)-yl)piperidine-2,6-dione NC1=CC=C(C=C1)N1CCC(CC1)N1CCC2(CCN(CC2)C=2C=C3C=NN(C(C3=CC2)=O)C2C(NC(CC2)=O)=O)CC1